C(C)(C)(C)OC(=O)N1CC(CCC1)NNC(=O)OCC1=CC=CC=C1 3-{2-[(benzyloxy)carbonyl]Hydrazino}piperidine-1-carboxylic acid tert-butyl ester